(2Z)-3-amino-3-(pyridin-2-yl)prop-2-enylthioamide N\C(=C/CS[NH-])\C1=NC=CC=C1